C(#C)C=1C=CC(=NC1)C(=O)N1C2CN(CC1C2)C2=CC=C(C=N2)C=2C=1N(C=C(C2)OCC(C)(C)O)N=CC1C#N 4-(6-(6-(5-ethynylpyridinoyl)-3,6-diazabicyclo[3.1.1]heptan-3-yl)pyridin-3-yl)-6-(2-hydroxy-2-methylpropyloxy)pyrazolo[1,5-a]pyridine-3-carbonitrile